ClC1=C(C=CC(=N1)C=1N=NN(C1NC(O[C@H](C)C=1C(=NC=CC1)Cl)=O)C)C(NC12CC(C1)(C2)C#N)=O (R)-1-(2-chloropyridin-3-yl)ethyl (4-(6-chloro-5-((3-cyanobicyclo[1.1.1]pentan-1-yl)carbamoyl)pyridin-2-yl)-1-methyl-1H-1,2,3-triazol-5-yl)carbamate